2,5-diphenyl-p-benzoquinone (3S,6S,7R,8R)-3-[[[3-[(acetyloxy)methoxy]-4-methoxy-2-pyridinyl]carbonyl]amino]-6-methyl-4,9-dioxo-8-(phenylmethyl)-1,5-dioxonan-7-yl-2-methyl-propanoate C(C)(=O)OCOC=1C(=NC=CC1OC)C(=O)N[C@H]1COC([C@@H]([C@H]([C@@H](OC1=O)C)OC(C(C)C)=O)CC1=CC=CC=C1)=O.C1(=CC=CC=C1)C=1C(C=C(C(C1)=O)C1=CC=CC=C1)=O